C(C)(C)(C)OC(=O)N1C(CNCC1)C1=C(C(=CC=C1)C=1N=NN(C1)CC1=NC=C(C=C1)C=1OC(=NN1)C(F)F)F (3-(1-((5-(5-(difluoromethyl)-1,3,4-oxadiazol-2-yl)pyridin-2-yl)methyl)-1H-1,2,3-triazol-4-yl)-2-fluorophenyl)piperazine-1-carboxylic acid tert-butyl ester